6-chloro-2-(3-cyano-5-methyl-pyrazol-1-yl)nicotinonitrile ClC1=NC(=C(C#N)C=C1)N1N=C(C=C1C)C#N